C(C)(C)(C)C1=CC(=C(C=C1OC)CC=1N=C2N(C=CC(=C2)C(=O)OC)C1)F Methyl 2-[(4-tert-butyl-2-fluoro-5-methoxy-phenyl)methyl]imidazo[1,2-a]pyridine-7-carboxylate